FC=1C=C(C=CC1C=1C=NN(C1)C1CCNCC1)NC(CC1=CC(=CC=C1)C(F)(F)F)=O N-(3-fluoro-4-(1-(piperidin-4-yl)-1H-pyrazol-4-yl)phenyl)-2-(3-(trifluoromethyl)phenyl)acetamide